tert-butyl 4-{4-[6-(2-chloro-6-fluoro-3-{[(3R)-3-fluoropyrrolidin-1-ylsulfonyl]amino}phenoxy)-4-oxoquinazolin-3-yl]phenyl}piperazine-1-carboxylate ClC1=C(OC=2C=C3C(N(C=NC3=CC2)C2=CC=C(C=C2)N2CCN(CC2)C(=O)OC(C)(C)C)=O)C(=CC=C1NS(=O)(=O)N1C[C@@H](CC1)F)F